NC1=C(C=C(C(=O)NC=2C(N(C=CC2)C(C(=O)N[C@@H]2C(OC(C2)=O)OCC)C(C)C)=O)C=C1)Cl 4-Amino-3-chloro-N-(1-(1-(((3S)-2-ethoxy-5-oxotetrahydrofuran-3-yl)amino)-3-methyl-1-oxobutan-2-yl)-2-oxo-1,2-dihydropyridin-3-yl)benzamide